CC1=CC2=C(C(N(C=3N2C(=NN3)SC3=C(N=CN3C)C(F)(F)F)CCC)=O)S1 7-Methyl-1-((1-methyl-4-(trifluoromethyl)-1H-imidazol-5-yl)thio)-4-propylthieno[2,3-e][1,2,4]triazolo[4,3-a]pyrimidin-5(4H)-one